ClC=1C=C(C=CC1Cl)C1=NC(=NN1C1=CC=C(C=C1)CC(=O)N)OCCOC 4-[5-(3,4-dichlorophenyl)-3-(2-methoxyethoxy)-1H-1,2,4-triazol-1-yl]phenylacetamide